tert-butyl (S)-2-(((tert-butyldiphenylsilyl)oxy)methyl)-4-oxoazocane-1-carboxylate [Si](C1=CC=CC=C1)(C1=CC=CC=C1)(C(C)(C)C)OC[C@H]1N(CCCCC(C1)=O)C(=O)OC(C)(C)C